N[C@@H]1C2=CC=CC=C2CC12CCN(CC2)C2=NC(=C(C(=N2)C(=O)N)C2=C(C(=NC=C2)N)Cl)C 2-((S)-1-amino-1,3-dihydrospiro[indene-2,4'-piperidin]-1'-yl)-5-(3-chloro-2-aminopyridin-4-yl)-6-methylpyrimidine-4-carboxamide